COCC=1N=C2N(N=C(C(=C2)C)N2CC=3C=C(C=NC3CC2)C=2C=NC(=CC2)C)C(C1)=O 2-(methoxymethyl)-8-methyl-7-(3-(6-methylpyridin-3-yl)-7,8-dihydro-1,6-naphthyridin-6(5H)-yl)-4H-pyrimido[1,2-b]pyridazin-4-one